C(C1=CC=CC=C1)(=O)C=1C(=NSC1N)C1=C(C(=C(C=C1)OC)OC)OC 4-benzoyl-3-(2,3,4-trimethoxyphenyl)isothiazol-5-amine